C1(=CC=CC=C1)C1N(OCC1)C1=NC(=NC=C1C(F)(F)F)NC1=CC=C(C=C1)N1S(CCC1)(=O)=O 2-(4-((4-(3-phenylisoxazolidin-2-yl)-5-(trifluoromethyl)pyrimidin-2-yl)amino)phenyl)isothiazolidin 1,1-dioxide